7-(benzyloxy)-1-methyl-2,4,5,6-tetrahydro-1H-cyclobuta[f]indene C(C1=CC=CC=C1)OC=1C=2CCCC2C=C2C1C(C2)C